CC1=CC(=NC(=N1)C=1C=NNC1)C(=O)NC1CCC(CC1)NCC(F)(F)F 6-methyl-2-(1H-pyrazol-4-yl)-N-((1r,4r)-4-((2,2,2-trifluoroethyl)amino)cyclohexyl)pyrimidine-4-carboxamide